1,5-dimethylpyrazole-3-carbaldehyde CN1N=C(C=C1C)C=O